NC([C@H](C[C@H]1C(NCCC1)=O)NC(=O)[C@H](CC(C)(C)C)NC(=O)C=1NC2=C(C(=CC=C2C1)Cl)Cl)=O N-[(1S)-1-[[(1S)-2-amino-2-oxo-1-[[(3S)-2-oxo-3-piperidyl]methyl]ethyl]carbamoyl]-3,3-dimethyl-butyl]-6,7-dichloro-1H-indole-2-carboxamide